CS(=O)(=O)N1CCN(CC1)C1=CC=C(S1)C=O 5-(4-(methylsulfonyl)piperazin-1-yl)thiophene-2-carbaldehyde